BrC1=NN(C(=N1)OC1=CC(=CC(=C1)F)Cl)C1COC1 3-bromo-5-(3-chloro-5-fluorophenoxy)-1-(oxetan-3-yl)-1,2,4-triazole